4-(cyclopropylamino)-N-(2,6-dimethylphenyl)-2-((3-fluoro-4-(4-methylpiperazin-1-yl)phenyl)amino)pyrimidine-5-carboxamide C1(CC1)NC1=NC(=NC=C1C(=O)NC1=C(C=CC=C1C)C)NC1=CC(=C(C=C1)N1CCN(CC1)C)F